C(C)(C)C1=CN(C=2C1=NC(=CC2)CC2=C(C=C(C=C2C)C2=NN=NN2CC(=O)OCC)C)S(=O)(=O)CC2=CC=CC=C2 ethyl 2-(5-(4-((3-isopropyl-1-toluenesulfonyl-1H-pyrrolo[3,2-b]pyridin-5-yl)methyl)-3,5-dimethylphenyl)-1H-tetrazol-1-yl)acetate